1-oxo-6-(piperazin-1-yl)isoindoline O=C1NCC2=CC=C(C=C12)N1CCNCC1